F[C@H]1[C@H](C1)C(=O)NC1=NC=C2C=C(C=3N(C2=C1)C=CN3)C=3C=NC(=CC3C)C(CCC)([2H])O (1R,2R)-2-fluoro-N-(4-(6-(1-hydroxybutyl-1-d)-4-methylpyridin-3-yl)imidazo[1,2-a][1,6]naphthyridin-8-yl)cyclopropane-1-carboxamide